benzyl (1r,4r)-4-{[5-(2,4-dioxo-1,3-diazinan-1-yl)pyridin-2-yl]oxy}cyclohexane-1-carboxylate O=C1N(CCC(N1)=O)C=1C=CC(=NC1)OC1CCC(CC1)C(=O)OCC1=CC=CC=C1